1,2-bis(4-chlorophenyl)acetylene carbon [C].ClC1=CC=C(C=C1)C#CC1=CC=C(C=C1)Cl